5-Fluoro-2-methoxybenzeneacetonitrile FC=1C=CC(=C(C1)CC#N)OC